CN1N=C(C=C1C(=O)NC(C)C1=NC(=NO1)C=1C=C(C(=O)O)C=CC1)C(F)(F)F 3-(5-(1-(1-methyl-3-(trifluoromethyl)-1H-pyrazole-5-carboxamido)ethyl)-1,2,4-oxadiazol-3-yl)benzoic acid